N-[(6-Amino-2-pyridyl)sulfonyl]-2-[cyclopropylmethyl(methyl)amino]-6-(3-fluoro-5-isobutoxyphenyl)pyridin-3-carboxamid NC1=CC=CC(=N1)S(=O)(=O)NC(=O)C=1C(=NC(=CC1)C1=CC(=CC(=C1)OCC(C)C)F)N(C)CC1CC1